1-(4Z,7Z,10Z,13Z,16Z,19Z-docosahexaenoyl)-2-(9Z-octadecenoyl)-glycero-3-phosphoserine CCCCCCCC/C=C\CCCCCCCC(=O)O[C@H](COC(=O)CC/C=C\C/C=C\C/C=C\C/C=C\C/C=C\C/C=C\CC)COP(=O)(O)OC[C@@H](C(=O)O)N